Tert-butyl (3S)-3-[1-[1-[(4-methoxyphenyl)methyl]-2,6-dioxo-3-piperidyl]-3-methyl-2-oxo-benzimidazol-5-yl]pyrrolidine-1-carboxylate COC1=CC=C(C=C1)CN1C(C(CCC1=O)N1C(N(C2=C1C=CC(=C2)[C@H]2CN(CC2)C(=O)OC(C)(C)C)C)=O)=O